methoxytriphenylamine COC1=C(C=CC=C1)N(C1=CC=CC=C1)C1=CC=CC=C1